7-(4-chloro-2-fluoro-phenyl)-N-methyl-5-[(2S,6R)-2-(1-cyclopropylpyrazol-4-yl)-6-methyl-morpholin-4-yl]thiazolo[4,5-d]pyrimidin-2-amine ClC1=CC(=C(C=C1)C=1C2=C(N=C(N1)N1C[C@@H](O[C@@H](C1)C)C=1C=NN(C1)C1CC1)N=C(S2)NC)F